5-((3R)-3-((4-(3,8-diazabicyclo[3.2.1]octan-3-yl)pyridin-2-yl)oxy)pyrrolidin-1-yl)-4-chloropyridazin-3(2H)-one C12CN(CC(CC1)N2)C2=CC(=NC=C2)O[C@H]2CN(CC2)C2=C(C(NN=C2)=O)Cl